COC=1C=C2C=CC(=NC2=CC1OC)C(=O)O 6,7-dimethoxy-2-carboxyl-quinoline